(R)-5-amino-N-(1-amino-2-methyl-1-oxopropan-2-yl)-2-(2-phenylacetamido)pentanamide NCCC[C@H](C(=O)NC(C(=O)N)(C)C)NC(CC1=CC=CC=C1)=O